C(C)(C)(C)OC(=O)N1[C@H](CCC1)C1=C2CN(CC2=CC(=C1)C=1C=C2C(=NC1)NC=C2C)C(C(C)O)=O |r| rac-(2R)-2-(2-(2-hydroxypropionyl)-6-(3-methyl-1H-pyrrolo[2,3-b]pyridin-5-yl)isoindolin-4-yl)pyrrolidine-1-carboxylic acid tert-butyl ester